N-(3-Hydroxy-2,2-dimethylpropyl)-7-(methylamino)-5-((2-carbonyl-1-(1H-pyrrol-1-yl)-1,2-dihydropyridin-3-yl)amino)pyrazolo[1,5-a]pyrimidine-3-carboxamide OCC(CNC(=O)C=1C=NN2C1N=C(C=C2NC)NC=2C(N(C=CC2)N2C=CC=C2)=C=O)(C)C